(6Z)-8-(trans-4-aminocyclohexoxy)-6-[2-(diethylamino)ethoxyimino]-5,5-dimethyl-benzo[h]quinazolin-4-amine N[C@@H]1CC[C@H](CC1)OC=1C=CC2=C(\C(\C(C=3C(=NC=NC23)N)(C)C)=N/OCCN(CC)CC)C1